N-(2-((4S,5S)-1-ethyl-7-oxa-1-azaspiro[4.4]nonan-4-yl)thieno[2,3-b]pyridin-4-yl)-4,6-difluorobenzo[d]thiazol-5-amine C(C)N1CC[C@@H]([C@@]12COCC2)C2=CC=1C(=NC=CC1NC=1C(=CC3=C(N=CS3)C1F)F)S2